1-propyl-para-menthane-3,9-diol C(CC)C1(CC(C(CC1)C(CO)C)O)C